Sodium (3S,6R)-6-methyl-1-(2-(pyridin-3-yl)acetyl)piperidine-3-carboxylate C[C@@H]1CC[C@@H](CN1C(CC=1C=NC=CC1)=O)C(=O)[O-].[Na+]